N-cyclohexyl-5-methoxy-1H-benzo[d]imidazole-2-carboxamide C1(CCCCC1)NC(=O)C1=NC2=C(N1)C=CC(=C2)OC